FC=1C(=C(N)C=CC1N1CCN(CC1)C)OC 3-fluoro-2-methoxy-4-(4-methylpiperazin-1-yl)aniline